C(C)OC(=O)C1=NC2=CC=CC=C2N=C1C=1C=C2CN(C(C2=CC1)=O)C1C(NC(CC1)=O)=O 3-[2-(2,6-dioxopiperidin-3-yl)-1-oxo-2,3-dihydro-1H-isoindol-5-yl]quinoxaline-2-carboxylic acid ethyl ester